Methyl (S)-1-(2-((tert-butoxycarbonyl) amino) propyl)-3-(trifluoromethyl)-1H-pyrazole-5-carboxylate C(C)(C)(C)OC(=O)N[C@H](CN1N=C(C=C1C(=O)OC)C(F)(F)F)C